3-(1-isobutylpyrazolo[4,3-c]pyridin-6-yl)-1-tetrahydropyran-2-yl-pyrazol-4-amine C(C(C)C)N1N=CC=2C=NC(=CC21)C2=NN(C=C2N)C2OCCCC2